OC(C1(CC1)C=1C=C(C=CC1)N1C(C2=CC=CC(=C2C1)C(F)(F)F)=O)C1=NN=CN1C 2-(3-(1-(hydroxy(4-methyl-4H-1,2,4-triazol-3-yl)methyl)cyclopropyl)phenyl)-4-(trifluoromethyl)isoindolin-1-one